ClC=1C=CC2=C(CC(CC=3N2C(=NN3)[C@@H]3CC[C@H](CC3)OC3=NC=CC=C3)OC(C)C)C1 8-chloro-5-(prop-2-yloxy)-1-[trans-4-(pyridin-2-yloxy)cyclohexyl]-5,6-dihydro-4H-[1,2,4]triazolo[4,3-a][1]benzazepine